(4-((2-(1H-pyrazol-4-yl)ethyl)amino)-5,6-dimethylpyrimidin-2-yl)(3-(3-fluorophenyl)morpholino)methanone N1N=CC(=C1)CCNC1=NC(=NC(=C1C)C)C(=O)N1C(COCC1)C1=CC(=CC=C1)F